4-amino-5,6-dihydro-2H-pyran-3-carboxylic acid methyl ester COC(=O)C=1COCCC1N